2-nitro-1-phenyl-1H-inden-3-amine [N+](=O)([O-])C=1C(C2=CC=CC=C2C1N)C1=CC=CC=C1